Thiyltetrazol SC1=NN=NN1